ClC=1C=C(C=CC1F)NC(=O)NC(C)C1=CNC(C2=CC(=C(C=C12)F)F)=O 1-(3-Chloro-4-fluorophenyl)-3-(1-(6,7-difluoro-1-oxo-1,2-dihydroisoquinolin-4-yl)ethyl)urea